BrC1=CC(=C(C=C1)CS(=O)(=O)O)I (4-bromo-2-iodophenyl)methanesulfonic acid